C1(=CC=CC=C1)S(=O)(=O)NC=1C=C(C=CC1)CC(CCCOC1=C(C=CC=C1)CCC(=O)O)O 3-[2-[5-[3-(Benzenesulfonamido)phenyl]-4-hydroxypentoxy]phenyl]propanoic acid